BrC1=CC=C(C=2C3=C(OC21)C=C2C=CC=CC2=C3)O[Si](C(C)C)(C(C)C)C(C)C [(4-Bromonaphtho[2,3-b]benzofuran-1-yl)oxy]triisopropylsilane